(R)-4-(2-((1-(5-chloro-6-oxo-1,6-dihydropyridazin-4-yl)pyrrolidin-3-yl)oxy)pyridin-4-yl)-N-cyclopropyl-3-methoxybenzenesulfonamide ClC1=C(C=NNC1=O)N1C[C@@H](CC1)OC1=NC=CC(=C1)C1=C(C=C(C=C1)S(=O)(=O)NC1CC1)OC